OC1=CC=C(C=C1)C(=C(C)C)C1=CC=C(C=C1)O 1,1-bis(4-hydroxyphenyl)isobutene